CN1C(OC2=C1C=CC(=C2)C2CN(CCC2)C(=O)NCCCCC2=CC=CC=C2)=O 3-(3-methyl-2-oxo-1,3-benzoxazol-6-yl)-N-(4-phenylbutyl)piperidine-1-carboxamide